FC1CC(N(C1)C(COC=1C=NC=CC1)=O)C(=O)NC(C1=CC=C(C=C1)C(C)C)C1=CC=CC=C1 4-fluoro-N-{phenyl[4-(propan-2-yl)phenyl]methyl}-1-[2-(pyridin-3-yloxy)acetyl]pyrrolidine-2-carboxamide